2,5-dibromophthalaldehyde BrC1(C(C=O)C=C(C=C1)Br)C=O